NCC=1C=C(C=CC1)NC1CN(C1)C(=O)OCCCC butyl 3-((3-(aminomethyl)phenyl)amino)azetidine-1-carboxylate